N[C@@H]1[C@@H](CCCC1)NC(C1=CC=CC=C1)=O |r| N-[rac-(1R,2S)-2-aminocyclohexyl]benzamide